FC1=C(CNN)C=CC=C1F 2,3-difluorobenzylhydrazine